2-bromo-1-fluoro-13-(methylthio)-6,6a,7,8,9,10-hexahydro-5H-pyrido[1',2':5,6][1,5]oxazocino[4,3,2-de]quinazoline BrC=1C(=C2C=3C(NCNC3C1)N1C(C=C(O2)SC)=CCCC1)F